2-({4H,5H,6H,7H,8H,9H-cycloocta[b]thiophen-2-ylformamido}methyl)-2,3-dihydro-1H-indene-2-carboxylic acid S1C2=C(C=C1C(=O)NCC1(CC3=CC=CC=C3C1)C(=O)O)CCCCCC2